3-cyclopropyl-9-[3-[(5-fluoro-3-pyridinyl)amino]-1,2,4-triazol-4-yl]-N-isobutyl-8,9-dihydro-7H-cyclopenta[H]isoquinoline-5-sulfonamide C1(CC1)C=1N=CC=2C3=C(C=C(C2C1)S(=O)(=O)NCC(C)C)CCC3N3C(=NN=C3)NC=3C=NC=C(C3)F